3,8-bis(benzyloxy)-2,9-dimethylspiro[benzo[c]chromene-6,1'-cyclopentane] C(C1=CC=CC=C1)OC1=C(C=C2C3=C(C=C(C(=C3)C)OCC3=CC=CC=C3)C3(CCCC3)OC2=C1)C